2-chloro-6-fluoro-N-[3-(1-methylpiperidin-4-yl)furo[3,2-b]pyridin-5-yl]benzamide ClC1=C(C(=O)NC2=CC=C3C(=N2)C(=CO3)C3CCN(CC3)C)C(=CC=C1)F